Cl.CC(C)O propan-2-ol hydrochloride salt